1-isopropyl-N,N-bis(4-methoxybenzyl)-2-oxo-1,2-dihydropyrimidine-5-sulfonamide C(C)(C)N1C(N=CC(=C1)S(=O)(=O)N(CC1=CC=C(C=C1)OC)CC1=CC=C(C=C1)OC)=O